R-Chloropyridin-3-yl 3-deoxy-3-[4-(3,4,5-trifluorophenyl)-1H-1,2,3-triazol-1-yl]-α-D-galactopyranosyl sulfoxide FC=1C=C(C=C(C1F)F)C=1N=NN(C1)[C@@H]1[C@H]([C@H](O[C@@H]([C@@H]1O)CO)[S@](=O)C=1C(=NC=CC1)Cl)O